5-(4-Aminophenyl)-3-[3-(trifluoromethyl)phenyl]-1,2,4-oxadiazole NC1=CC=C(C=C1)C1=NC(=NO1)C1=CC(=CC=C1)C(F)(F)F